2-((1r,2r)-2-aminocyclooctyl)-5-chloro-3-ethyl-N-(thiophen-2-ylmethyl)thieno[3,2-b]pyridin-7-amine N[C@H]1[C@@H](CCCCCC1)C1=C(C2=NC(=CC(=C2S1)NCC=1SC=CC1)Cl)CC